BrC1=NN2C(NC(=C(C2=O)N2CCN([C@@H]3CC[C@@H]23)C(=O)OC(C)(C)C)CC)=N1 trans-tert-butyl 5-(2-bromo-5-ethyl-7-oxo-4,7-dihydro-[1,2,4]triazolo[1,5-a]pyrimidin-6-yl)-2,5-diazabicyclo[4.2.0]octane-2-carboxylate